N-{[(9H-fluoren-9-yl)methoxy]carbonyl}-L-valyl-N-[4-({[tert-butyl(dimethyl)silyl]oxy}methyl)-3-iodophenyl]-N5-carbamoyl-L-ornithinamide C1=CC=CC=2C3=CC=CC=C3C(C12)COC(=O)N[C@@H](C(C)C)C(=O)N[C@@H](CCCNC(N)=O)C(=O)NC1=CC(=C(C=C1)CO[Si](C)(C)C(C)(C)C)I